(4-amino-7-fluoroimidazo[1,5-a]quinoxalin-8-yl)((4aS,9bS)-7-(trifluoromethyl)-3,4,4a,9b-tetrahydrobenzofuro[3,2-b]pyridin-1(2H)-yl)methanone NC=1C=2N(C3=CC(=C(C=C3N1)F)C(=O)N1[C@@H]3[C@H](CCC1)OC1=C3C=CC(=C1)C(F)(F)F)C=NC2